COC=1C=C(C=C(C1)OCC=C(C)C)CO (3-methoxy-5-((3-methylbut-2-en-1-yl)oxy)phenyl)methanol